3β-Hydroxy-12-ursen-28-ic acid C[C@@H]1CC[C@@]2(CC[C@@]3(C(=CC[C@H]4[C@]3(CC[C@@H]5[C@@]4(CC[C@@H](C5(C)C)O)C)C)[C@@H]2[C@H]1C)C)C(=O)O